2,3-dimethyl-2-(2-propyl)butanoic acid-N-methylamide CNC(C(C(C)C)(C(C)C)C)=O